CN1C2=C(OCCC1=O)C=C(C=C2)NC2=C(C=C(C=C2)N2CCC(CC2)C(F)(F)F)C 5-methyl-8-((2-methyl-4-(4-(trifluoromethyl)piperidin-1-yl)phenyl)amino)-2,3-dihydrobenzo[b][1,4]oxazepin-4(5H)-one